3,6-diphenylpyrazine C1(=CC=CC=C1)C=1C=NC(=CN1)C1=CC=CC=C1